(S)-N-(4-(4-amino-(4-phenoxyphenyl)-1H-pyrazolo[3,4-d]pyrimidin-1-yl)cyclohexyl)-2-(dimethylamino)-3-methylbutyramide NC1=C2C(=NC=N1)N(N=C2C2=CC=C(C=C2)OC2=CC=CC=C2)C2CCC(CC2)NC([C@H](C(C)C)N(C)C)=O